3-fluoro-3-phenylazetidine FC1(CNC1)C1=CC=CC=C1